ClC1=CC=C2C(=CNC2=C1N1N=CC=C1)S(=O)(=O)NC1=NC(=C(C(=N1)OC)OC(F)F)OC 6-chloro-N-[5-(difluoromethoxy)-4,6-dimethoxy-pyrimidin-2-yl]-7-pyrazol-1-yl-1H-indole-3-sulfonic acid amide